4-Chloro-N-((1r,4r)-4-methoxycyclohexyl)-6-(1-methyl-1H-imidazol-5-yl)pyrimidine-2-carboxamide ClC1=NC(=NC(=C1)C1=CN=CN1C)C(=O)NC1CCC(CC1)OC